C(C)(C)N1C(=NCCC1)C 1-isopropyl-2-methyl-1,4,5,6-tetrahydropyrimidine